4-[3-[2,6-dichloro-4-(3-ethoxy-3-methylazetidin-1-yl)benzoyl]-2,4-dihydro-1,3-benzoxazin-8-yl]-5-fluoro-2-(3-oxa-8-azabicyclo[3.2.1]octan-8-yl)benzoic acid ClC1=C(C(=O)N2COC3=C(C2)C=CC=C3C3=CC(=C(C(=O)O)C=C3F)N3C2COCC3CC2)C(=CC(=C1)N1CC(C1)(C)OCC)Cl